Methyl 2-methyl-6-(1-methyl-4-(methyl-d3)-1H-1,2,3-triazol-5-yl)-2,4-dihydropyrazolo[3',4':4,5]pyrrolo[3,2-b]pyridine-3-carboxylate CN1N=C2C(NC=3C2=NC=C(C3)C3=C(N=NN3C)C([2H])([2H])[2H])=C1C(=O)OC